CC1(OB(OC1(C)C)C=1C=CC=2N(C1)C=C(N2)C(F)(F)F)C 6-(4,4,5,5-Tetramethyl-1,3,2-dioxaborolan-2-yl)-2-(trifluoromethyl)imidazo[1,2-a]pyridine